C1(CC1)[C@@H](\C=C\S(=O)(=O)C)NC(=O)C=1C(NC(=CC1)C1=CC(=C(C=C1)C)C)=O (S,E)-N-(1-cyclopropyl-3-(methylsulfonyl)allyl)-6-(3,4-dimethylphenyl)-2-oxo-1,2-dihydropyridine-3-carboxamide